ClC1=CC2=C(N(C(C3=C(N2CCCCN(C(=O)OC(C)(C)C)C(=O)OC(C)(C)C)C=CC=C3)=O)C)C=C1 di-tert-Butyl [4-(7-chloro-10-methyl-11-oxo-10,11-dihydro-5H-dibenzo[b,e][1,4]diazepin-5-yl)butyl]imidodicarbonate